NC1CCC(CC1)CC1=C(NC=CC#N)C=C(C=C1)CC1CCC(CC1)N 2,5-di(4-aminocyclohexylmethyl)anilineAcrylonitrile